CC(C)([Si](OCCCO[Si](C(C)(C)C)(C)C)(C)C)C 2,2,3,3,9,9,10,10-octamethyl-4,8-dioxa-3,9-disilaundecane